Tert-butyl 6-(N-(3-(1-(cyclohexylmethyl)-5-methyl-1H-pyrazol-4-yl)-6-(8-((5-methylthiazol-2-yl)carbamoyl)-3,4-dihydroisoquinolin-2(1H)-yl)picolinoyl)sulfamoyl)hexanoate C1(CCCCC1)CN1N=CC(=C1C)C=1C(=NC(=CC1)N1CC2=C(C=CC=C2CC1)C(NC=1SC(=CN1)C)=O)C(=O)NS(=O)(=O)CCCCCC(=O)OC(C)(C)C